methyl 11-cyclopropyl-10-oxo-1,9-diazatricyclo[6.3.1.04,12]dodeca-2,4(12),5,7-tetraene-2-carboxylate C1(CC1)C1C(NC2=CC=CC=3C=C(N1C32)C(=O)OC)=O